S1(OC[C@@H]2N1CCN(C2)C(=O)OC(C)(C)C)(=O)=O tert-butyl (R)-tetrahydro-[1,2,3]oxathiazolo[3,4-a]pyrazine-5(3H)-carboxylate 1,1-dioxide